C(#N)C1=CC=C(C=C1)C=1OC(=C(N1)C(=O)NCCN1CCN(CC1)C)C1=CC=CC=C1 (4-cyanophenyl)-N-(2-(4-methylpiperazin-1-yl)ethyl)-5-phenyloxazole-4-carboxamide